1-allyl-3,5-bis[3-(trimethoxysilyl)propyl]-1,3,5-triazine-2,4,6(1H,3H,5H)-trione C(C=C)N1C(N(C(N(C1=O)CCC[Si](OC)(OC)OC)=O)CCC[Si](OC)(OC)OC)=O